2-((3,5-dicyano-4-ethyl-6-(4-methyl-1,4-diazepan-1-yl)pyridin-2-yl)sulfanyl)-2-(2-fluoropyridin-4-yl)acetamide (R)-tert-butyl-(1-(5-chloro-2-formylphenyl)pyrrolidin-3-yl)carbamate C(C)(C)(C)N(C(O)=O)[C@H]1CN(CC1)C1=C(C=CC(=C1)Cl)C=O.C(#N)C=1C(=NC(=C(C1CC)C#N)N1CCN(CCC1)C)SC(C(=O)N)C1=CC(=NC=C1)F